BrC=1C=NC(=NC1)N[C@H]1CN(CC1)C(=O)C1=CC(=C(C=C1)NC(C=C)=O)N(C)CCN(C)C (R)-N-(4-(3-((5-bromopyrimidin-2-yl)amino)pyrrolidine-1-carbonyl)-2-((2-(dimethylamino)ethyl)(methyl)amino)phenyl)acrylamide